N-[7-chloro-6-[4-(4-fluoro-3-methyl-tetrahydrofuran-3-yl)piperazin-1-yl]-3-isoquinolyl]spiro[2.2]pentane-2-carboxamide ClC1=C(C=C2C=C(N=CC2=C1)NC(=O)C1CC12CC2)N2CCN(CC2)C2(COCC2F)C